N1N=NNC1=S 1,4-dihydro-5H-tetrazol-5-thion